3-methoxy-5-(trifluoromethyl)pyridinecarbonitrile COC=1C(=NC=C(C1)C(F)(F)F)C#N